N-(1-(4-chlorophenyl)-2,2,2-trifluoroethyl)-N-ethyl-4-oxa-7-azaspiro[2.5]octane-7-sulfonamide ClC1=CC=C(C=C1)C(C(F)(F)F)N(S(=O)(=O)N1CCOC2(CC2)C1)CC